BrCC=1C(=NC=CC1OC)Cl 3-(bromomethyl)-2-chloro-4-methoxypyridine